C(C)(=O)C(C(=O)N)CC(OC)OC 2-acetyl-4,4-dimethoxybutyramide